1-(3-(4-(4-methoxypiperidin-1-yl)phenyl)-7-methyl-2-(3-methylisoxazol-4-yl)quinolin-5-yl)ethan-1-ol COC1CCN(CC1)C1=CC=C(C=C1)C=1C(=NC2=CC(=CC(=C2C1)C(C)O)C)C=1C(=NOC1)C